C1N(CCC2=CC=CC=C12)C[C@H](CN1CCOC2=C(C1=O)C=CC(=C2)OC2CN(C2)C)O 4-[(2R)-3-(3,4-dihydro-1H-isoquinolin-2-yl)-2-hydroxy-propyl]-8-(1-methylazetidin-3-yl)Oxy-2,3-dihydro-1,4-benzoxazepin-5-one